methyl 3-((2-((tert-butoxycarbonyl)(cyclopropyl)amino)ethyl)amino)-4-(2-(4-(6-((4-cyano-2-fluorobenzyl)oxy)pyridin-2-yl)-2,5-difluorophenyl)acetamido)benzoate C(C)(C)(C)OC(=O)N(CCNC=1C=C(C(=O)OC)C=CC1NC(CC1=C(C=C(C(=C1)F)C1=NC(=CC=C1)OCC1=C(C=C(C=C1)C#N)F)F)=O)C1CC1